2,4(1H,3H)-quinazolinedione N1C(NC(C2=CC=CC=C12)=O)=O